4-Methyl-3-pentanol CC(C(CC)O)C